6-(4-fluorophenyl)-8-(morpholinylsulfonyl)quinazolin-4-ol FC1=CC=C(C=C1)C=1C=C2C(=NC=NC2=C(C1)S(=O)(=O)N1CCOCC1)O